(S)-6-(1-amino-1,3-dihydro-spiro[inden-2,4'-piperidin]-1'-yl)-3-(1-(3-(difluoromethoxy)phenyl)vinyl)-1,5-dihydro-4H-pyrazolo[3,4-d]pyrimidin-4-one N[C@@H]1C2=CC=CC=C2CC12CCN(CC2)C=2NC(C1=C(N2)NN=C1C(=C)C1=CC(=CC=C1)OC(F)F)=O